ICCC=1C=C2CN(C(C2=CC1)=O)N1C(NC(CC1)=O)=O 1-(5-(2-iodoethyl)-1-oxoisoindolin-2-yl)dihydropyrimidine-2,4(1H,3H)-dione